2-(2H-1,2,3-benzotriazol-2-yl)-N-methylaniline N=1N(N=C2C1C=CC=C2)C2=C(NC)C=CC=C2